(1S)-6-Cyclobutyl-N-{(1S)-1-[5-(7-methoxy-2-methylchinolin-6-yl)-1H-imidazol-2-yl]-7-oxononyl}-6-azaspiro[2.5]octan-1-carboxamid C1(CCC1)N1CCC2(C[C@@H]2C(=O)N[C@@H](CCCCCC(CC)=O)C=2NC(=CN2)C=2C=C3C=CC(=NC3=CC2OC)C)CC1